FC(COC(=O)NC(SC)=NC(=O)OCC(F)(F)F)(F)F 1,3-bis(2,2,2-trifluoroethoxycarbonyl)-2-methyl-2-thiopseudourea